ethyl 2-(5-(tetrahydrofuran-3-yl)-2-(trifluoromethoxy)phenyl)acetate O1CC(CC1)C=1C=CC(=C(C1)CC(=O)OCC)OC(F)(F)F